C(C)C(CC1=C(C=O)C(=CC(=C1)O)CC(CCCC)CC)CCCC 2,6-Bis(2-ethylhexyl)-4-hydroxybenzaldehyde